OC1(CC1)CNC(=O)C=1C=NC(=C(C1)C1=NN(C=C1)C)OC1=CC=C(C=C1)C(F)(F)F N-[(1-Hydroxycyclopropyl)methyl]-5-(1-methyl-1H-pyrazol-3-yl)-6-[4-(trifluoromethyl)phenoxy]pyridine-3-carboxamide